4-(2-Chlorophenyl)-6-cyclopropyl-1-(methylamino)-3H-pyrido[1,2-c]pyrimidin-3-one ClC1=C(C=CC=C1)C1=C2N(C(=NC1=O)NC)C=CC(=C2)C2CC2